5-(2-((3-Chlorophenethyl)amino)pyridin-4-yl)-1H-indazol-3-amine ClC=1C=C(CCNC2=NC=CC(=C2)C=2C=C3C(=NNC3=CC2)N)C=CC1